7-n-propyl-1,5,7-triazabicyclo[4.4.0]-dec-5-ene C(CC)N1C2=NCCCN2CCC1